O=C1NC(CCC1N1C(C2=CC=C(C=C2C1)N1CCN(CC1)CC(C=O)C)=O)=O 3-[4-[2-(2,6-dioxo-3-piperidyl)-1-oxo-isoindolin-5-yl]piperazin-1-yl]-2-methyl-propanal